[1-[[7-[8-ethyl-7-fluoro-3-(methoxymethoxy)-1-naphthyl]-8-fluoro-4-(2-oxa-6-azabicyclo[5.1.0]octan-6-yl)pyrido[4,3-d]pyrimidin-2-yl]oxymethyl]cyclopropyl]methanol C(C)C=1C(=CC=C2C=C(C=C(C12)C1=C(C=2N=C(N=C(C2C=N1)N1CCCOC2CC12)OCC1(CC1)CO)F)OCOC)F